C1(CC1)N1CCC(CC1)N1CCC(CC1)C=1C=CC2=C(N(C(=N2)C2=CC(=C(C=C2)OC)OC)C)C1 6-(1'-Cyclopropyl-[1,4'-bipiperidin]-4-yl)-2-(3,4-dimethoxyphenyl)-1-methyl-1H-benzo[d]imidazol